2-(6-fluoro-9H-carbazol-2-yl)-N-(3-fluorobenzyl)acetamide FC=1C=C2C=3C=CC(=CC3NC2=CC1)CC(=O)NCC1=CC(=CC=C1)F